(R)-7,7-dimethyl-2-chloro-4-(3-methylmorpholin-4-yl)-6,7-dihydro-5H-pyrrolo[3,4-d]pyrimidine CC1(NCC2=C1N=C(N=C2N2[C@@H](COCC2)C)Cl)C